BrCCC1=C(C=CC=C1)C(F)(F)F 1-(2-bromoethyl)-2-trifluoromethylbenzene